FC=1C=C2C(=C(NC2=C(C1)F)C1=CC=C(C=C1)F)CCN(C(OCC1=CC=CC=C1)=O)C benzyl N-[2-[5,7-difluoro-2-(4-fluorophenyl)-1H-indol-3-yl]ethyl]-N-methyl-carbamate